S(=SCCCCCCS=S(=O)([O-])[O-])(=O)([O-])[O-] hexamethylenebis(thiosulfate)